CC1(OC(C(C(O1)=O)CCC[C@H](CC1=CC=CC=C1)NC(OC(C)(C)C)=O)=O)C tert-Butyl (R)-(5-(2,2-dimethyl-4,6-dioxo-1,3-dioxan-5-yl)-1-phenylpentan-2-yl)carbamate